COCCCCC(C1=CC=C(C=C1)S(F)(F)(F)(F)F)=NO N-{5-methoxy-1-[4-(pentafluorosulfanyl)phenyl]pentylidene}hydroxylamine